xylylene sulfide C=12C(=CC=CC1)CSC2